Ethyl-α-cyano-β-phenylcinnamate C(C)OC(C(=C(C1=CC=CC=C1)C1=CC=CC=C1)C#N)=O